C(C)(=O)O[C@H]1[C@@H](O[C@]([C@H]1OCC1=CC=CC=C1)(C)COCC1=CC=CC=C1)N1C(N=C(C(=C1)Cl)N)=O (2R,3R,4S,5R)-2-(4-amino-5-chloro-2-oxopyrimidin-1(2H)-yl)-4-(benzyloxy)-5-((benzyloxy) methyl)-5-methyltetrahydrofuran-3-yl acetate